NC1=NC=CC2=CC=C(C=C12)C=1C=C2C(CC3(CCN(CC3)C(=O)OC)C2=CC1)OC1=C(C=CC(=C1)C#N)CC(=O)O 2-(2-((5-(1-aminoisoquinolin-7-yl)-1'-(methoxycarbonyl)-2,3-dihydrospiro[indene-1,4'-piperidin]-3-yl)oxy)-4-cyanophenyl)acetic acid